[Fe].[Si].[Ti] titanium-silicon-iron